COC1=CC=C(C(C2=CC=C(C=C2)OC)(C2=CC=CC=C2)OC[C@@H]2[C@H]([C@H]([C@@H](O2)N2C(=O)N=C(NC(C3=CC=CC=C3)=O)C=C2)F)O)C=C1 5'-O-(4,4'-dimethoxytrityl)-N4-benzoyl-2'-deoxy-2'-fluoro-cytidine